CSC=1N=C(C2=C(N1)CNCC2)N2CCN(CC2)C(=O)OCC2=CC=CC=C2 Benzyl 4-(2-methylsulfanyl-5,6,7,8-tetrahydropyrido[3,4-d]pyrimidin-4-yl)piperazine-1-carboxylate